BrC1=CC=C(C=C1)[C@@H](C)[C@]1(C(NC([C@@H]1COCC[Si](C)(C)C)=O)=O)C (3R,4S)-3-((R)-1-(4-bromophenyl)ethyl)-3-methyl-4-((2-(trimethylsilyl)ethoxy)methyl)pyrrolidine-2,5-dione